N1-(5-bromo-4-(trifluoromethyl)pyrimidin-2-yl)-N3,N3-dimethylcyclopentane-1,3-diamine BrC=1C(=NC(=NC1)NC1CC(CC1)N(C)C)C(F)(F)F